CCC(CC(C)C)C 5,2,4-trimethylpentane